2-methyl-5-(5-((tetrahydrofuran-2-yl)methyl)-1,2,4-oxadiazol-3-yl)aniline CC1=C(N)C=C(C=C1)C1=NOC(=N1)CC1OCCC1